FC(C)(F)C1CCOCC1 4-(1,1-difluoroethyl)tetrahydro-2H-pyran